2,3-dihydro-1H-inden-2-yl-acetic acid C1C(CC2=CC=CC=C12)CC(=O)O